FC=1C=C(C=CC1F)C12C(OCC(N1)=O)CCCC2 4a-(3,4-difluorophenyl)hexahydro-2H-benzo[b][1,4]oxazin-3(4H)-one